Cl.C(C)C(CCCCCCC)N=C=NCCCN(C)C 1-ethyloctyl-(3-dimethylaminopropyl)carbodiimide hydrochloride